SCC1CN(CCN(C1)C(=O)OC(C)(C)C)C(=O)OC(C)(C)C di-tert-butyl 6-(mercaptomethyl)-1,4-diazepane-1,4-dicarboxylate